C(#N)C1=CC(=C(C=C1)NS(=O)(=O)C1=CNC(=C1)C1=C(C=CC(=C1)OC)F)F N-(4-cyano-2-fluoro-phenyl)-5-(2-fluoro-5-methoxy-phenyl)-1H-pyrrole-3-sulfonamide